(3-(1-amino-1,3-dihydrospiro[indene-2,4'-piperidine]-1'-yl)-6-(2-(2-chloro-3-fluoropyridin-4-yl)vinyl)pyrazin-2-yl)methanol NC1C2=CC=CC=C2CC12CCN(CC2)C=2C(=NC(=CN2)C=CC2=C(C(=NC=C2)Cl)F)CO